NCC(C(=O)N[C@H](CO)CC=1N=CNC1)(C)C (S)-3-Amino-N-(1-hydroxy-3-(1H-imidazol-4-yl)propan-2-yl)-2,2-dimethylpropan-amid